COC(C1=C(C(=C(C=C1)CC)C(=O)N1CCC(CC1)(F)C1=CC=C(C=C1)C#N)C1CCC1)=O (4-(4-cyanophenyl)-4-fluoropiperidine-1-carbonyl)-2-cyclobutyl-4-ethylbenzoic acid methyl ester